C1=CC=CC=2C3=CC=CC=C3C(C12)COC(=O)N[C@H](C(=O)O)CC1CCC1 (S)-2-((((9H-fluoren-9-yl)methoxy)carbonyl)amino)-3-cyclobutylpropanoic acid